ClC=1N=C(C2=C(N1)C=CO2)OCC=2C=NC(=C(C2)F)C=2N(C=C(N2)C(F)(F)F)C(C)C 2-chloro-4-[[5-fluoro-6-[1-isopropyl-4-(trifluoromethyl)imidazol-2-yl]-3-pyridyl]methoxy]furo[3,2-d]pyrimidine